N=1C=CN2C1C=CC(=C2)C2=CC=C(C=C2)S(=O)(=O)N2CCC(CC2)NC2=NC=C(C=C2)S(F)(F)(F)(F)F N-[1-(4-{imidazo[1,2-a]pyridin-6-yl}benzenesulfonyl)piperidin-4-yl]-5-(pentafluoro-λ6-sulfanyl)pyridin-2-amine